OC(C)C=1C=C(C=CC1)C1CC=2C=NN(C(C2CC1)=O)C1=NC=CC=C1 6-(3-(1-hydroxyethyl)phenyl)-2-(pyridin-2-yl)-5,6,7,8-tetrahydrophthalazin-1(2H)-one